4-amino-N-cyclopropyl-N-(1-(3-fluoro-5-(trifluoromethyl)pyridin-2-yl)ethyl)imidazo[1,5-a]quinoxaline-8-formamide NC=1C=2N(C3=CC(=CC=C3N1)C(=O)N(C(C)C1=NC=C(C=C1F)C(F)(F)F)C1CC1)C=NC2